ClC=1C(=NC(=NC1)N1C[C@H](C([C@H](C1)C)(F)F)CCN1C(C2=CC=CC=C2C1=O)=O)NC1=CC2=C(N(C(N2CCC(C)(C)O)=O)C)C=C1 2-[2-[(3R,5S)-1-[5-chloro-4-[[3-(3-hydroxy-3-methyl-butyl)-1-methyl-2-oxo-benzimidazol-5-yl]amino]pyrimidin-2-yl]-4,4-difluoro-5-methyl-3-piperidyl]ethyl]isoindoline-1,3-dione